C(C)C1=C2CCCC(C2=CC(=C1)O)=O 5-ethyl-7-hydroxy-3,4-dihydronaphthalen-1(2H)-one